C(C)N1CCN(CC1)C1CNC1 3-(4-ethylpiperazin-1-yl)azetidin